ClC=1C=C2C(=NC1OC)C(=C(N2C)C2=NC(=NN2)C(COC)O)N2C=NC=C2 1-(5-(6-chloro-3-(1H-imidazol-1-yl)-5-methoxy-1-methyl-1H-pyrrolo[3,2-b]pyridin-2-yl)-1H-1,2,4-triazol-3-yl)-2-methoxyethan-1-ol